C(C)(C)(C)S(=O)NC(CC[C@H]1CC(N(C1)C(=O)OC(C)(C)C)(C)C)CC1=NC=CC=C1 tert-Butyl (4S)-4-[3-(tert-butylsulfinylamino)-4-(2-pyridyl)butyl]-2,2-dimethyl-pyrrolidine-1-carboxylate